The molecule is a trihydroxy-5beta-cholanic acid that is 5beta-cholan-24-oic acid substituted by hydroxy groups at positions 3, 7 and 12 (the 3alpha,7alpha,12beta stereoisomer). It has a role as a human metabolite. It is a conjugate acid of a 3alpha,7alpha,12beta-trihydroxy-5beta-cholanate. C[C@H](CCC(=O)O)[C@H]1CC[C@@H]2[C@@]1([C@@H](C[C@H]3[C@H]2[C@@H](C[C@H]4[C@@]3(CC[C@H](C4)O)C)O)O)C